NC=1C(=CC(=C(C(=O)OC)C1)C)C#CCN(C(=O)OC(C)(C)C)CC1=CC=CC=C1 methyl 5-amino-4-(3-(benzyl(tert-butoxycarbonyl)amino)prop-1-yn-1-yl)-2-methylbenzoate